tert-butyl 4-(methoxymethyl)-4-methyl-piperidine-1-carboxylate COCC1(CCN(CC1)C(=O)OC(C)(C)C)C